2-[6-bromo-2-(2,6-dioxo-3-piperidyl)-1-oxo-isoindolin-4-yl]oxyacetate BrC1=CC(=C2CN(C(C2=C1)=O)C1C(NC(CC1)=O)=O)OCC(=O)[O-]